C1(=C(C(=C(C(=C1[2H])[2H])[2H])[2H])[2H])CS(=O)(=O)OC1=C(OC(C1=O)([2H])C1=C(C(=C(C(=C1[2H])[2H])C(F)(F)F)[2H])[2H])N([2H])[2H] 2-(amino-d2)-4-oxo-5-(4-(trifluoromethyl)phenyl-2,3,5,6-d4)-4,5-dihydrofuran-3-yl-5-d (phenyl-d5)methanesulfonate